3-(4-(2,4-difluorobenzyloxy)-3-bromo-6-methyl-2-oxopyridin-1(2H)-yl)-N-(2-hydroxyethyl)-N-methylbenzamide FC1=C(COC2=C(C(N(C(=C2)C)C=2C=C(C(=O)N(C)CCO)C=CC2)=O)Br)C=CC(=C1)F